3-methyl-3-Acryloyloxymethyloxetane CC1(COC1)COC(C=C)=O